methyl 5-bromo-4-fluoro-2-((4-fluoro-2-methyl-phenyl)amino)-benzoate BrC=1C(=CC(=C(C(=O)OC)C1)NC1=C(C=C(C=C1)F)C)F